CC(=C[C@@H]1[C@H](C1(C)C)C(=O)O)C trans-Chrysanthemic Acid